(E)-3-(4-((6-(methacryloyloxy)hexyl)oxy)phenyl)acrylic acid C(C(=C)C)(=O)OCCCCCCOC1=CC=C(C=C1)/C=C/C(=O)O